C1(=CC=CC=C1)C=1C=C(C2=CC=C(C=CC12)C(C)C)S(=O)(=O)O 3-phenyl-6-isopropyl-1-azulenesulfonic acid